2-chloromethyl-4(3H)-quinazolinone ClCC1=NC2=CC=CC=C2C(N1)=O